(2S)-2-[(1R)-1-hydroxyethyl]morpholine-4-carboxylic acid tert-butyl ester C(C)(C)(C)OC(=O)N1C[C@H](OCC1)[C@@H](C)O